1-{1-[5-Chloro-2-ethoxy-4-fluoro-3-(1-methylazetidin-3-yl)phenyl]ethyl}-3-methyl-1H-pyrazolo[3,4-d]pyrimidin ClC=1C(=C(C(=C(C1)C(C)N1N=C(C=2C1=NC=NC2)C)OCC)C2CN(C2)C)F